C(#N)C1=CC=CC2=C1O[C@]1(CN([C@@H](C1)C(=O)N)C([C@H](CC1CC1)NC)=O)C(N2)=O (2R,5'S)-8-cyano-1'-((S)-3-cyclopropyl-2-(methylamino)propanoyl)-3-oxo-3,4-dihydrospiro[benzo[b][1,4]oxazine-2,3'-pyrrolidine]-5'-carboxamide